C12(CC1)CN1CC3(CC1(C2)CO)CC3 (1'H,3'H,5'H-Dispiro[cyclopropane-1,2'-pyrrolizine-6',1''-cyclopropane]-7a'(7'H)-yl)methanol